7,10,13-docosatrienoic acid C(CCCCCC=CCC=CCC=CCCCCCCCC)(=O)O